4,7-bis(hydroxypropyl)1,4,7-triazacyclononane lithium nickel cobalt tungsten [W].[Co].[Ni].[Li].OCCCN1CCNCCN(CC1)CCCO